FC1=C(OC2=NC=CC=C2C(=O)N)C=CC(=C1)CC(=O)NC=1SC(=C(N1)C=1C=NC(=CC1)F)C 2-(2-fluoro-4-(2-((4-(6-fluoropyridin-3-yl)-5-methylthiazol-2-yl)amino)-2-oxoethyl)phenoxy)pyridine-3-carboxamide